BrC1=C(N(C=C1)S(=O)(=O)C1=CC=C(C)C=C1)C=1SC=CN1 2-[3-bromo-1-(toluene-4-sulfonyl)-1H-pyrrol-2-yl]-thiazole